CC1(CC[C@@H](O1)C=O)C (2R)-5,5-dimethyltetrahydrofuran-2-carbaldehyde